Methyl-5-(bromomethyl)-2-chloroisonicotinic acid CC1=C(C(=O)O)C(=CN=C1Cl)CBr